1-(benzo[d][1,3]dioxol-5-ylmethyl)-5-(2-((3-((2,4-difluorobenzyl)oxy)-3-phenylpropyl)sulfonyl)-6-methylpyrimidin-4-yl)-3-fluoropyridin-2(1H)-one O1COC2=C1C=CC(=C2)CN2C(C(=CC(=C2)C2=NC(=NC(=C2)C)S(=O)(=O)CCC(C2=CC=CC=C2)OCC2=C(C=C(C=C2)F)F)F)=O